FC(C1=NN2C(N=C(C=C2NC[C@@H](C2=CC=C(C=C2)F)N2CC3(C2)[C@@H](CC3)O)C(F)(F)F)=C1)(F)F (R)-2-((R)-2-((2,5-bis(trifluoromethyl)pyrazolo[1,5-a]pyrimidin-7-yl)amino)-1-(4-fluorophenyl)ethyl)-2-azaspiro[3.3]heptan-5-ol